tert-butyl 3-(4-bromophenyl)-3-fluoro-2,6-dioxo-piperidine-1-carboxylate BrC1=CC=C(C=C1)C1(C(N(C(CC1)=O)C(=O)OC(C)(C)C)=O)F